CC(CC(C)(C)C)(C)C1=CC=C(C=C1)OC1=CC=C(C=C1)C(CC(C)(C)C)(C)C mono[4-(1,1,3,3-tetramethylbutyl) phenyl] ether